C[C@@]1(CC[C@@H](O1)C(C)(C)O)C=C trans-2-(Tetrahydro-5-methyl-5-vinylfuran-2-yl)-propan-2-ol